C(C1=CC=CC=C1)OC1=C(C#N)C(=CC(=N1)CCC)C 2-(Benzyloxy)-4-methyl-6-propylnicotinonitrile